C(C)C1(C(C(=C(C(C1)=O)C)C)C)C 5-ethyl-2,3,4,5-tetramethyl-2-cyclohexen-1-one